COC1=CC=C2C=3C=CN=C(C3N(C2=C1)CCCC1=NOC(=N1)C(Cl)(Cl)Cl)C 3-(3-(7-Methoxy-1-methyl-β-carbolin-9-yl)propyl)-5-trichloromethyl-1,2,4-oxadiazole